6-Chloro-4-[(2S,5R)-2,5-dimethyl-4-prop-2-enoyl-piperazin-1-yl]-7-(2-fluorophenyl)-1-[2-isopropyl-4-[(S)-methylsulfinyl]phenyl]pyrido[2,3-d]pyrimidin-2-one ClC1=CC2=C(N(C(N=C2N2[C@H](CN([C@@H](C2)C)C(C=C)=O)C)=O)C2=C(C=C(C=C2)[S@@](=O)C)C(C)C)N=C1C1=C(C=CC=C1)F